COC(=O)C1CC(C1)COC1=CC(=CC(=C1)OC)N.C1(=CC=CC=C1)C(CNC(C1=CC=CC=C1)=O)=C N-(2-phenylallyl)benzamide (1r,3r)-methyl-3-((3-amino-5-methoxyphenoxy)methyl)cyclobutanecarboxylate